NC=1C=C(C=CC1)CCC(=O)NCC=1C(=NC=C(C1)C(=O)N(C)C)C=1C=NC=C(C1)C1=CC=NC=C1 ((3-(3-aminophenyl)propanamido)methyl)-N,N-dimethyl-[2,3':5',4''-terpyridine]-5-carboxamide